(R)-8-(6-(1H-Indazol-7-yl)pyridazin-3-yl)-9-oxooctahydro-2H-pyrazino[1,2-a]pyrazin N1N=CC2=CC=CC(=C12)C1=CC=C(N=N1)N1C([C@@H]2N(CCNC2)CC1)=O